(bis(methylthio)methylene)pentane-2,4-dione CSC(SC)=CC(CC(C)=O)=O